phenyl pentafluorobenzenesulfonate FC1=C(C(=C(C(=C1S(=O)(=O)OC1=CC=CC=C1)F)F)F)F